Cl.N[C@H](CO)C1=CC(=CC=C1)OC (2S)-2-amino-2-(3-methoxyphenyl)ethan-1-ol hydrochloride